3,4-Epoxycyclohexyl-methyl-3,4-epoxycyclohexanecarboxylat C1(CC2C(CC1)O2)C2C(CCC1C2O1)(C(=O)[O-])C